1-(4-(4-((1R,5S)-3-oxa-8-azabicyclo[3.2.1]octan-8-yl)-6-((2S,5R)-2,5-bis(hydroxymethyl)pyrrolidin-1-yl)-1,3,5-triazin-2-yl)phenyl)-3-(1-oxo-1,3-dihydroisobenzofuran-5-yl)urea [C@H]12COC[C@H](CC1)N2C2=NC(=NC(=N2)N2[C@@H](CC[C@@H]2CO)CO)C2=CC=C(C=C2)NC(=O)NC=2C=C1COC(C1=CC2)=O